C(\C=C/C)(=O)OC(\C=C/C)=O isocrotonic acid anhydride